N,N-di-tert-butoxycarbonylthiourea C(C)(C)(C)OC(=O)N(C(=S)N)C(=O)OC(C)(C)C